Cl.C(C(C)C)NCCCOC=1C=C(C=C(C1)CNCCCNCCCNCCCCCCCC)CNCCCNCCCNCCCCCCCC N1,N1'-((5-(3-(isobutylamino)propoxy)-1,3-phenylene)bis(methylene))bis(N3-(3-(octylamino)propyl)propane-1,3-diamine), hydrochloride salt